N1(N=NN=C1)CCN1N=NN=C1 1,2-Di(tetrazol-1-yl)ethan